(1-(2-((1-((dimethylamino)methyl)cyclopropyl)methoxy)-7-(8-ethylnaphthalen-1-yl)-5,6,7,8-tetrahydropyrido[3,4-d]pyrimidin-4-yl)piperidin-3-yl)-1,3,4-oxadiazol-2(3H)-one CN(C)CC1(CC1)COC=1N=C(C2=C(N1)CN(CC2)C2=CC=CC1=CC=CC(=C21)CC)N2CC(CCC2)N2C(OC=N2)=O